S(=S)(=O)(O)O.C(C)O[Si](C=1C=C(C2=CC=CC=C2C1)CCC)(OCC)OCC 3-triethoxysilyl-1-propylnaphthalene thiosulfate